N,N-dibenzyl-cyclopropyl-formamide C(C1=CC=CC=C1)N(C(=O)C1CC1)CC1=CC=CC=C1